CCOC(=O)CCCC(=O)OCC The molecule is a diester obtained by the formal condensation of carboxy groups of glutaric acid with two molecules of ethanol respectively. It has a role as a metabolite. It derives from a glutaric acid.